C1[C@H](O)[C@@H](O)[C@@H](O)[C@H](O1)CO deoxygalactopyranose